1H-pyrazole-5-carboxylic acid ethyl ester C(C)OC(=O)C1=CC=NN1